C(C1=CC=CC=C1)OC1=C(N(N=C1C)CCC1=CC=CC=C1)C1=NN=CN1CC1=CC=C(C=C1)OC 3-[4-benzyloxy-5-methyl-2-(2-phenylethyl)pyrazol-3-yl]-4-[(4-methoxyphenyl)methyl]-1,2,4-triazole